CC=1C=C2C(=CC(OC2=CC1)=O)OCCCCC(=O)NO 5-((6-methylcoumarin-4-yl)oxy)-N-hydroxyvaleramide